CC=1C=NC2=C(C=CC(=C2C1)CNC(C=C)=O)OC=1C=NC(=CC1)C(F)(F)F N-{(3-methyl-8-[{6-(trifluoromethyl)pyridin-3-yl}oxy]quinolin-5-yl)methyl}acrylamide